N(=[N+]=[N-])CC1=CC=C(C=C1)Br 1-(azidomethyl)-4-bromobenzene